5-chloro-2-[(3-methoxy-3-methylazetidin-1-yl)methyl]-7,8-dihydro-6H-spiro[[1,3]oxazolo[5,4-f]quinazoline-9,1'-cyclohexan]-7-one ClC=1C=C2C(=C3C1NC(NC31CCCCC1)=O)OC(=N2)CN2CC(C2)(C)OC